C(CCC)N(CCCC)CCC[Si](OC)(OC)OC γ-(N,N-dibutyl)aminopropyl-trimethoxysilane